4-benzyl-2-{[4-(3-(trifluoromethyl)phenyl)piperidin-1-yl]methyl}morpholine C(C1=CC=CC=C1)N1CC(OCC1)CN1CCC(CC1)C1=CC(=CC=C1)C(F)(F)F